N1=C(C=CC=C1)C1=CC=C2C=CC=C(C2=C1)NCC(C#N)=C 2-({[7-(pyridin-2-yl)naphthalen-1-yl]amino}methyl)prop-2-enenitrile